nitrodibenzofuran tert-butyl-N-[5-[[2-[(2S,5R)-2-(6-amino-3-pyridyl)-5-methyl-1-piperidyl]-2-oxo-acetyl]amino]-3-ethyl-2-pyridyl]carbamate C(C)(C)(C)OC(NC1=NC=C(C=C1CC)NC(C(=O)N1[C@@H](CC[C@H](C1)C)C=1C=NC(=CC1)N)=O)=O.[N+](=O)([O-])C1=CC=CC=2OC3=C(C21)C=CC=C3